tert-butyl-[(3,5-dibromophenyl)methoxy]-dimethyl-silane C(C)(C)(C)[Si](C)(C)OCC1=CC(=CC(=C1)Br)Br